C1(CCCCC1)ON1C(CC(CC1(C)C)NC1=NC(=NC(=N1)NC1CC(N(C(C1)(C)C)OC1CCCCC1)(C)C)N)(C)C N2,N4-bis[1-(cyclohexoxy)-2,2,6,6-tetramethyl-4-piperidyl]-1,3,5-triazine-2,4,6-triamine